CC1=C(C=2N(C=C1C1=C(C(=NN1)C=1SC(=CN1)C1CCN(CC1)C(C)C)C(C)C)N=CN2)C 2-(5-(7,8-dimethyl-[1,2,4]triazolo[1,5-a]pyridin-6-yl)-4-isopropyl-1H-pyrazol-3-yl)-5-(1-isopropylpiperidin-4-yl)thiazole